N[C@@H](C(=O)NCN1CC(OCC1)COC1=C(C=CC=C1)OCC)C(C)C (2R)-2-amino-N-((2-((2-ethoxyphenoxy)methyl)morpholino)methyl)-3-methylbutanamide